C(C)(C)C1=C(NC2=CC=C(C=C12)C1CCN(CC1)C(COC)=O)C=1C=C(C=2N(C1)N=CN2)OC 1-(4-(3-isopropyl-2-(8-methoxy-[1,2,4]triazolo[1,5-a]pyridin-6-yl)-1H-indol-5-yl)piperidin-1-yl)-2-methoxyethan-1-one